(S)-(3-(4-(1-aminoethyl)-4-methylpiperidin-1-yl)-6-(2,3-dichloropyridin-4-yl)-5-methylpyrazin-2-yl)methanol N[C@@H](C)C1(CCN(CC1)C=1C(=NC(=C(N1)C)C1=C(C(=NC=C1)Cl)Cl)CO)C